glutamyl-N6-(tert-butoxycarbonyl)-D-lysinate N[C@@H](CCC(=O)O)C(=O)OC([C@H](N)CCCCNC(=O)OC(C)(C)C)=O